5-(6-Chloro-5-(4-(cycloprop-ylsulfonyl)piperazin-1-yl)-1H-indazol-1-yl)-2,3-difluoro-phenol ClC1=C(C=C2C=NN(C2=C1)C=1C=C(C(=C(C1)O)F)F)N1CCN(CC1)S(=O)(=O)C1CC1